4-((6-methoxy-4-(4-nitrophenoxy)quinolin-7-yl)oxy)piperidine-1-carboxylic acid tert-butyl ester C(C)(C)(C)OC(=O)N1CCC(CC1)OC1=C(C=C2C(=CC=NC2=C1)OC1=CC=C(C=C1)[N+](=O)[O-])OC